2'-Acetamido-2',5'-dideoxy-5'-[(Z)-2-(bis{[(2,2-dimethoxypropanoyl)oxy]methoxy}phosphoryl)vinyl]uridine C(C)(=O)N[C@H]1[C@@H](O[C@@H]([C@H]1O)C\C=C/P(=O)(OCOC(C(C)(OC)OC)=O)OCOC(C(C)(OC)OC)=O)N1C(=O)NC(=O)C=C1